N,N-bis(2-hydroxyethyl)-2-(benzisothiazolin-3-one-2-yl)acetamide Methyl-6-(4-(2-((tert-butyldimethylsilyl)oxy)ethyl)piperidin-1-yl)pyridazine-3-carboxylate COC(=O)C=1N=NC(=CC1)N1CCC(CC1)CCO[Si](C)(C)C(C)(C)C.OCCN(C(CN1SC2=C(C1=O)C=CC=C2)=O)CCO